bis((2-oxo-1,3-dioxolan-4-yl)methyl) carbonate C(OCC1OC(OC1)=O)(OCC1OC(OC1)=O)=O